Methyl 2-(4-(3-((4-chloro-2-fluorobenzyl)oxy)isothiazol-4-yl)-2,6-difluorobenzyl)-1-(2-methoxyethyl)-1H-benzo[d]imidazole-6-carboxylate ClC1=CC(=C(COC2=NSC=C2C2=CC(=C(CC3=NC4=C(N3CCOC)C=C(C=C4)C(=O)OC)C(=C2)F)F)C=C1)F